BrC1=CC2=C(N=C(N=C2)S(=O)C)N2C1=NCC2C 6-bromo-9-methyl-2-(methylsulfinyl)-8,9-dihydroimidazo[1',2':1,6]pyrido[2,3-d]pyrimidine